[N+](=O)([O-])[O-].[Ba+2].[Si](=O)=O.[N+](=O)([O-])[O-] silicon dioxide barium nitrate